BrCC1=NC2=CC=C(C=C2N=C1)C(=O)O 2-(Bromomethyl)quinoxaline-6-carboxylic acid